2-Amino-N-(7-bromo-2-((1s,4s)-4-(3-methoxy-4-methylphenylcarbamoyl)cyclohexyl)-3-oxoisoindolin-5-yl)-1H-imidazole-4-carboxamide NC=1NC=C(N1)C(=O)NC=1C=C2C(N(CC2=C(C1)Br)C1CCC(CC1)C(NC1=CC(=C(C=C1)C)OC)=O)=O